1-cyclopropyl-4-(hydroxymethyl)pyrrolidin-2-one C1(CC1)N1C(CC(C1)CO)=O